trimethacryloyloxyethyl phosphate P(=O)(OCC(OC(C(=C)C)=O)(OC(C(=C)C)=O)OC(C(=C)C)=O)([O-])[O-]